(2E)-2-methoxyimino-N-methyl-2-[3-methyl-2-[[(E)-[3,3,3-trifluoro-1-[3-(tri-fluoromethyl)phenyl]propylidene]amino]oxymethyl]phenyl]acetamide CO\N=C(\C(=O)NC)/C1=C(C(=CC=C1)C)CO/N=C(\CC(F)(F)F)/C1=CC(=CC=C1)C(F)(F)F